C1=CC=CC2=CC=CC(=C12)C(=O)OC(=O)C=1C=CC=C2C=CC=CC12 8-naphthalenecarboxylic anhydride